C(C)C1CN(C2=CC=CC=3C=C(N1C32)C=O)C(=O)OC(C)(C)C tert-butyl 11-ethyl-2-formyl-1,9-diazatricyclo[6.3.1.04,12]dodeca-2,4(12),5,7-tetraene-9-carboxylate